(2-(aminomethyl)-3-fluoroallyloxy)-2-fluorobenzonitrile hydrochloride Cl.NCC(COC=1C(=C(C#N)C=CC1)F)=CF